NC=1N=C(C2=C(N1)N(C(S2)=O)CCOC)O 5-amino-7-hydroxy-3-(2-methoxyethyl)-2H,3H-[1,3]thiazolo[4,5-d]pyrimidin-2-one